NC=1C2=C(NC(C1C1=NC3=C(N1)C=C(C=C3)N3C[C@H](N([C@H](C3)C)C)C)=O)C=C[Se]2 7-amino-6-(6-(cis-3,4,5-trimethylpiperazin-1-yl)-1H-benzo[d]imidazol-2-yl)selenopheno[3,2-b]pyridin-5(4H)-one